6-fluoro-2-((4-methoxybenzyl)amino)-5-((triisopropylsilyl)ethynyl)quinolin-4-ol FC=1C(=C2C(=CC(=NC2=CC1)NCC1=CC=C(C=C1)OC)O)C#C[Si](C(C)C)(C(C)C)C(C)C